((2S,5S)-4-(2-Chloro-8-methyl-9-(((S)-tetrahydrofuran-2-yl)methyl)-9H-purin-6-yl)-1-((3,3-difluorocyclobutyl)(4-(trifluoromethyl)phenyl)methyl)-5-methylpiperazin-2-yl)methanol ClC1=NC(=C2N=C(N(C2=N1)C[C@H]1OCCC1)C)N1C[C@H](N(C[C@@H]1C)C(C1=CC=C(C=C1)C(F)(F)F)C1CC(C1)(F)F)CO